C(C)OC1=NC(=NC=C1C(NC1=CC2=CN(N=C2C(=C1)F)C)=O)N1C[C@@H](N(CC1)C(=O)OC(C)(C)C)C tert-butyl (S)-4-(4-ethoxy-5-((7-fluoro-2-methyl-2H-indazol-5-yl) carbamoyl)pyrimidin-2-yl)-2-methylpiperazine-1-carboxylate